(2S)-3-(2-cyanophenyl)-2-(9H-fluoren-9-ylmethoxycarbonyl-amino)propionic acid C(#N)C1=C(C=CC=C1)C[C@@H](C(=O)O)NC(=O)OCC1C2=CC=CC=C2C=2C=CC=CC12